C(C)(=O)NC1=C(C=C2N(C(C=3N(C2=C1)N=CC3)=O)CC)C(=O)NCC=3C=NC=NC3 8-acetamido-5-ethyl-4-oxo-N-(pyrimidin-5-ylmethyl)-4,5-dihydropyrazolo[1,5-a]quinoxaline-7-carboxamide